C12(CC3CC(CC(C1)C3)C2)C(CCC)=O 1-(1-adamantyl)butan-1-one